C(C)OC(=O)NC([O-])=O (ethoxycarbonyl)carbamate